BrC=1C=C2CC(N(C2=CC1)C(C(=O)N)C)=O (+)-2-(5-bromo-2-oxo-2,3-dihydro-1H-indol-1-yl)propanamide